CC1=C(C=2N(C=C1C1=C(C=3C(=CN=C(C3C)N3CCC(CC3)N(C)CC)N1)C(C)C)N=CN2)C 1-(2-(7,8-dimethyl-[1,2,4]triazolo[1,5-a]pyridin-6-yl)-3-isopropyl-4-methyl-1H-pyrrolo[2,3-c]pyridin-5-yl)-N-ethyl-N-methylpiperidin-4-amine